N-(4-(5-(2-(4,4-Difluoropiperidin-1-yl)-6-methylpyrimidin-4-yl)oxazol-2-yl)-3-(6-azaspiro[2.5]octan-6-yl)phenyl)-2-hydroxyethane-1-sulfonamide FC1(CCN(CC1)C1=NC(=CC(=N1)C1=CN=C(O1)C1=C(C=C(C=C1)NS(=O)(=O)CCO)N1CCC2(CC2)CC1)C)F